C(C)OC(C(CC1=CC=C(C=C1)O)=O)OCC 1,1-diethoxy-3-(4-hydroxyphenyl)propan-2-one